[2-(8-thiazole-2-yl-3,4-dihydro-1H-isoquinoline-2-yl)-pyrido[3,4-d]pyrimidine-4-yl]-amine S1C(=NC=C1)C=1C=CC=C2CCN(CC12)C=1N=C(C2=C(N1)C=NC=C2)N